[4-[[[2-[3-fluoro-4-(trifluoromethyl)phenyl]-4-methyl-5-thiazolyl]methyl]-thio]-2-methyl-phenoxy]acetic acid FC=1C=C(C=CC1C(F)(F)F)C=1SC(=C(N1)C)CSC1=CC(=C(OCC(=O)O)C=C1)C